C(C)(C)(C)C1=CC=C(C=C1)N(C(=O)C1N(CC(CC1)(F)F)C#N)C(C(=O)NC1CCCCC1)C=1C=NC=CC1 N-(4-(tert-butyl)phenyl)-1-cyano-N-(2-(cyclohexylamino)-2-oxo-1-(pyridin-3-yl)ethyl)-5,5-difluoropiperidine-2-carboxamide